N[C@@H](C(=O)N[C@H](CO)C1=CC(=CC=C1)OC)CO (2R)-2-amino-3-hydroxy-N-[(1S)-2-hydroxy-1-(3-methoxyphenyl)ethyl]-propanamide